CC(C(=O)N[C@@H](CC(C)C)C(=O)OC)(CCCCCCCCCCCCCCCC)C methyl (2,2-dimethyloctadecanoyl)leucinate